4-cyclohexanedimethanol sulfoisophthalate S(=O)(=O)(O)C1=C(C(=O)O)C=CC=C1C(=O)O.C1(CCC(CC1)CO)CO